BrC1=CC(=CC=2N(C(=NC21)C)CCOC2=CC=CC=C2)C=2C(=NOC2C)C 4-(4-bromo-2-methyl-1-(2-phenoxyethyl)-1H-benzo[d]imidazol-6-yl)-3,5-dimethylisoxazole